C(C)(C)(C)OC(=O)N1CC([C@@H]([C@@H](C1)N)O)(F)F |r| rac-(4R,5R)-5-amino-3,3-difluoro-4-hydroxy-piperidine-1-carboxylic acid tert-butyl ester